[Fe].[Ti].[Zn] zinc-titanium-iron